C(OOOC(C)(C)C)(OOOC(C)(C)C)=O di(t-butyl peroxyl) carbonate